C[C@@H]1CN(C[C@H]2N1CC=1C=C(C=CC1C2)NC[C@H]2CNCCO2)C2=C1C=CC=NC1=C(C=C2)C#N 5-[(4R,11aS)-4-Methyl-8-[[(2R)-morpholin-2-yl]methylamino]-1,3,4,6,11,11a-hexahydropyrazino[1,2-b]isochinolin-2-yl]chinolin-8-carbonitril